N-(3-chloro-9H-xanthen-9-yl)-4-methyl-2-oxo-6-(trifluoromethyl)-1,2-dihydropyridine-3-carboxamide ClC=1C=CC=2C(C3=CC=CC=C3OC2C1)NC(=O)C=1C(NC(=CC1C)C(F)(F)F)=O